NC1=NC=NC=2N(C3=C(C=C(C=C3C21)C(=O)O)C)CC(=O)N2[C@@H]1C[C@@]1(C[C@H]2C(NC2=NC(=CC=C2)Br)=O)C 4-amino-9-(2-((1R,3S,5R)-3-((6-bromopyridin-2-yl)carbamoyl)-5-methyl-2-azabicyclo[3.1.0]hex-2-yl)-2-oxoethyl)-8-methyl-9H-pyrimido[4,5-b]indole-6-carboxylic acid